[6-[5-(1-hydroxycyclopropyl)-4H-1,2,4-triazol-3-yl]-2-azaspiro[3.3]heptan-2-yl]-[6-[[5-(trifluoromethoxy)-2-pyridyl]methyl]-2-azaspiro[3.3]heptan-2-yl]methanone OC1(CC1)C=1NC(=NN1)C1CC2(CN(C2)C(=O)N2CC3(C2)CC(C3)CC3=NC=C(C=C3)OC(F)(F)F)C1